BrC=1C=C(C(=O)NC2=NSC=C2)C=CC1C 3-bromo-N-(isothiazol-3-yl)-4-methylbenzamide